C(C)(C)(C)OC(=O)NCCCC(=O)O N-(t-butoxycarbonyl)-gamma-aminobutyric acid